OC1=CC(N(C(N1C)=O)C)=O 6-hydroxy-1,3-dimethyluracil